N,N'-hexamethylenedimaleimide C1(C=CC(N1CCCCCCN1C(C=CC1=O)=O)=O)=O